(6-methylpyrimidin-4-yl)-1-(oxazolidin-2-yl)pyrazole-3-carboxylic acid ethyl ester C(C)OC(=O)C1=NN(C=C1C1=NC=NC(=C1)C)C1OCCN1